N-(1-(2-(dimethylamino)pyridin-3-yl)ethyl)-2-methylpropane-2-sulfinamide CN(C1=NC=CC=C1C(C)NS(=O)C(C)(C)C)C